ClC1=CC=C(C=C1)C1=NC(C=2N(C3=C1C(=C(S3)C)C)C(=NN2)C)NC(OC)=O methyl [4-(4-chlorophenyl)-2,3,9-trimethyl-6H-thieno[3,2-f][1,2,4]triazolo[4,3-a][1,4]diazepin-6-yl]carbamate